OC1=C(C(=O)O)C=C(C=C1)C1=NC=CC=C1 2-hydroxy-5-(pyridin-2-yl)benzoic acid